C(CCCCCCC)N(C1=CC=CC=C1)C1=CC=CC=C1 monooctyl-diphenylamine